7-{2-[4-(2-aminoethyl)piperazin-1-yl]ethoxy}-N-[6-(5-chloro-2-fluorophenyl)pyridazin-4-yl]quinolin-4-amine NCCN1CCN(CC1)CCOC1=CC=C2C(=CC=NC2=C1)NC1=CN=NC(=C1)C1=C(C=CC(=C1)Cl)F